C[C@@]1(N(CCC1)C(=O)OC(C)(C)C)C(=O)OC 1-(tert-butyl) 2-methyl (S)-2-methylpyrrolidine-1,2-dicarboxylate